N-[3-Chloro-4-(piperazine-1-carbonyl)phenyl]-5-[1-(1H-indazol-3-yl)-3-(trifluoromethyl)pyrazol-4-yl]-1-methyl-imidazole-2-carboxamide ClC=1C=C(C=CC1C(=O)N1CCNCC1)NC(=O)C=1N(C(=CN1)C=1C(=NN(C1)C1=NNC2=CC=CC=C12)C(F)(F)F)C